Tert-Butyl (1-(2-(cyclopropanesulfonamido)thiazol-4-yl)cyclopropyl)carbamate C1(CC1)S(=O)(=O)NC=1SC=C(N1)C1(CC1)NC(OC(C)(C)C)=O